(1-benzofuran-2-yl)-2-(4-chlorobutyl)-2,3-dihydropyridazin-3-one O1C(=CC2=C1C=CC=C2)C=2C(N(N=CC2)CCCCCl)=O